C(C)(C)(C)OC(NCCCN1C(C2=C(C=NC=C2C=C1)F)=O)=O 3-(8-fluoro-1-oxo-2,6-naphthyridin-2(1H)-yl)propylcarbamic acid tert-butyl ester